O=C1NC(CCC1N1C(C2=CC(=C(C=C2C1=O)N1CCN(CC1)C1N(CCCC1)C1=C(N=NC=C1)C(=O)N)F)=O)=O 4-((4-(2-(2,6-dioxopiperidin-3-yl)-6-fluoro-1,3-dioxoisoindolin-5-yl)piperazin-1-yl)piperidin-1-yl)pyridazine-3-carboxamide